tert-butyl 3-(4-(3-benzoylureido)-2,5-difluorophenyl)-2-(2,6-diethylphenyl)-6,6-dimethyl-2,6-dihydropyrrolo[3,4-c]pyrazole-5(4H)-carboxylate C(C1=CC=CC=C1)(=O)NC(NC1=CC(=C(C=C1F)C1=C2C(=NN1C1=C(C=CC=C1CC)CC)C(N(C2)C(=O)OC(C)(C)C)(C)C)F)=O